N1N=NC(=C1)CNC(=O)[C@H]1N2C3=C(C=CC=C3C1)N(C[C@@H](C2=O)N)C (3S,6S)-3-Amino-1-methyl-4-oxo-1,2,3,4,6,7-hexahydro-[1,4]diazepino[3,2,1-hi]indole-6-carboxylic acid (1H-[1,2,3]triazol-4-ylmethyl)-amide